benzyl N-[(1S)-1-(4,4-difluorocyclohexyl)-2-[[3-fluoro-1-[2-methoxy-1-[3-(2,2,2-trifluoroethyl)triazol-4-yl]ethyl]pyrazol-4-yl]amino]-2-oxo-ethyl]carbamate FC1(CCC(CC1)[C@@H](C(=O)NC=1C(=NN(C1)C(COC)C=1N(N=NC1)CC(F)(F)F)F)NC(OCC1=CC=CC=C1)=O)F